5-(2-(tert-butylamino)-2-oxoacetyl)-1,2,4-trimethyl-N-((5-(trifluoromethyl)-1,2,4-oxadiazol-3-yl)methyl)-1H-pyrrole-3-carboxamide C(C)(C)(C)NC(C(=O)C1=C(C(=C(N1C)C)C(=O)NCC1=NOC(=N1)C(F)(F)F)C)=O